6-(tert-butyl)-4-phenylphthalazin-1(2H)-one C(C)(C)(C)C=1C=C2C(=NNC(C2=CC1)=O)C1=CC=CC=C1